C(C=C)(=O)OC(CSC=1SC(=NN1)SCCCCCC)CCCC 2-acryloxy-n-hexylthio-5-n-hexylthio-1,3,4-thiadiazole